C(C)N1N=C(C2=C1C(NCC1(CCOCC1)C2)=O)CC(COC(=O)C2=CC=NS2)(C)C Isothiazole-5-carboxylic acid [3-(1-ethyl-8-oxo-spiro[6,7-dihydro-4H-pyrazolo[3,4-c]azepin-5,4'-tetrahydropyran]-3-yl)-2,2-dimethyl-propyl] ester